6-Methoxy-9-propan-2-yl-9H-xanthen-3-ol COC=1C=C2OC=3C=C(C=CC3C(C2=CC1)C(C)C)O